Butyl 2,2-dimethylpropionate CC(C(=O)OCCCC)(C)C